3-(2-(2-(2,5-dioxo-2,5-dihydro-1H-pyrrol-1-yl)ethoxy)ethoxy)propanoic acid O=C1N(C(C=C1)=O)CCOCCOCCC(=O)O